C(C(C)C)OC(=O)C=1C(C(=C(NC1C)C)C(=O)OC)C1=C(C=CC=C1)[N+](=O)[O-] 2,6-dimethyl-4-(2-nitrophenyl)-1,4-dihydro-3,5-pyridinedicarboxylic acid methyl ester isobutyl ester